ClC1=CC=C(C=C1)C=1N(C(=CN1)CC(=O)N1CCN(CC1)C(=O)OC(C)(C)C)C1=CC=NC=C1 tert-butyl 4-{2-[2-(4-chlorophenyl)-1-(pyridin-4-yl)-1H-imidazol-5-yl]acetyl}piperazine-1-carboxylate